N-methyl-N-(4'-nitrobenzenesulfonyl)phenylacetylamine CN(S(=O)(=O)C1=CC=C(C=C1)[N+](=O)[O-])C(CC1=CC=CC=C1)=O